1,3-dichloro-5-[(1E)-2-(4-methoxyphenyl)ethenyl]-benzene ClC1=CC(=CC(=C1)\C=C\C1=CC=C(C=C1)OC)Cl